(2S,3S)-2-amino-3-methyl-4-(m-tolyl)butanoic acid N[C@H](C(=O)O)[C@H](CC=1C=C(C=CC1)C)C